2-({2-[(4-Chloro-2-fluorophenyl)methoxy]-3-(trifluoromethyl)-5,6,7,8-tetrahydro-1,7-naphthyridin-7-yl}methyl)-1-[(2,2-difluorocyclobutyl)methyl]-1H-1,3-benzodiazole-6-carboxylic acid ClC1=CC(=C(C=C1)COC1=NC=2CN(CCC2C=C1C(F)(F)F)CC1=NC2=C(N1CC1C(CC1)(F)F)C=C(C=C2)C(=O)O)F